4,4'-(1-methylethylene)-bis[2,6-dimethylphenol] CC(CC1=CC(=C(C(=C1)C)O)C)C1=CC(=C(C(=C1)C)O)C